CN1N=CC(=C(C1=O)C)N[C@@H]1C[C@@H](CN(C1)C)C1=CC=C(C(=O)N2CCC3(CC2)CCC(CC3)C3=CC(=C(C=C3)C3C(NC(CC3)=O)=O)F)C=C1 3-[4-[3-[4-[(3R,5R)-5-[(1,5-dimethyl-6-oxo-pyridazin-4-yl)amino]-1-methyl-3-piperidyl]benzoyl]-3-azaspiro[5.5]undecan-9-yl]-2-fluoro-phenyl]piperidine-2,6-dione